N-[(1-hydroxycyclopentyl)methyl]-5H-pyrrolo[2,3-b]pyrazine-7-carboxamide OC1(CCCC1)CNC(=O)C1=CNC2=NC=CN=C21